CNC(=O)C1=CC(=CS1)CCC(=O)O 3-[5-(Methylcarbamoyl)thiophene-3-yl]propanoic acid